C(N)(OC(C)(C)C)=O tert-Butyl carbamate